N-phenylethane-1,2-diamine C1(=CC=CC=C1)NCCN